C(C)(C)(C)N1C=NC(=C1)C 1-tertiary butyl-4-methylimidazole